C(C)(C)(C)OC(=O)N(C(OC(C)(C)C)=O)C1=NC=CC(=C1F)CC1=NC(=CN=C1)NC1=C(C=C(C=C1)Cl)F tert-butyl N-tert-butoxycarbonyl-N-[4-[[6-(4-chloro-2-fluoro-anilino)pyrazin-2-yl]methyl]-3-fluoro-2-pyridyl]carbamate